C(=C)[N-]C=C N,N-bis-vinyl-amide